tert-butyl N-[(2S)-1-(3-bromo-2-chloro-5-methylphenoxy)-4-carbamoylbutan-2-yl]carbamate BrC=1C(=C(OC[C@H](CCC(N)=O)NC(OC(C)(C)C)=O)C=C(C1)C)Cl